NC1=CC=NC=2N1N=CC2N(CCO)CCO 2-[(7-aminopyrazolo[1,5-a]pyrimidin-3-yl)-(2-hydroxyethyl)amino]ethanol